13-chloro-10-(2,6-difluoro-4-{[2-(methylamino)ethyl]amino}phenyl)-8-ethyl-6,8,10-triazatricyclo[9.4.0.02,7]pentadeca-1(11),2(7),3,5,12,14-hexaen-9-one ClC1=CC=2N(C(N(C=3N=CC=CC3C2C=C1)CC)=O)C1=C(C=C(C=C1F)NCCNC)F